(5-methyl-7-(trifluoromethyl)imidazo[1,2-a]pyridin-2-yl)methylamine CC1=CC(=CC=2N1C=C(N2)CN)C(F)(F)F